OB1OCC2=C1C=C(C=C2)C(=O)N[C@@H](C)C(=O)OC(C)(C)C2=CC=CC=C2 2-Phenylpropan-2-yl (1-hydroxy-1,3-dihydrobenzo[c][1,2]oxaborole-6-carbonyl)-L-alaninate